CC=1OC2=C(C1C(=O)NC1(CCC1)CNCC(F)(F)F)C=C(C=C2)OCC2=C(N=CS2)C 2-methyl-5-((4-methylthiazol-5-yl)methoxy)-N-(1-(((2,2,2-trifluoroethyl)amino)methyl)cyclobutyl)benzofuran-3-carboxamide